tert-butyl 2-(6-{4-fluoro-2-[1-(propan-2-yl)-1H-pyrazol-5-yl] phenoxy}-1,2,4-triazin-5-yl)-2,7-diazaspiro[3.5]nonane-7-carboxylate FC1=CC(=C(OC2=C(N=CN=N2)N2CC3(C2)CCN(CC3)C(=O)OC(C)(C)C)C=C1)C1=CC=NN1C(C)C